(S)-3,3-diphenyltetrahydro-1H,3H-pyrrolo[1,2-c][1,3,2]oxazaborole C1(=CC=CC=C1)C1([C@H]2N(BO1)CCC2)C2=CC=CC=C2